NC=1C=2N(C3=CC(=CC=C3N1)C(=O)N([C@@H](C)C=1N=NC(=CC1)C(F)(F)F)C)C=NC2 (S)-4-amino-N-methyl-N-(1-(6-(trifluoromethyl)pyridazin-3-yl)ethyl)imidazo[1,5-a]quinoxaline-8-formamide